5-adamant-1-yl-N-(2,4-dihydroxybenzyl)-2-hydroxy-4-methoxy-benzoic acid amide C12(CC3CC(CC(C1)C3)C2)C=2C(=CC(=C(C(=O)NCC3=C(C=C(C=C3)O)O)C2)O)OC